C1(CCC1)C=1C(=NN(C1C1=C(C=C(C=C1)F)F)C)NC(=O)[C@H]1C(C1)(F)F (S)-N-(4-cyclobutyl-5-(2,4-difluorophenyl)-1-methyl-1H-pyrazol-3-yl)-2,2-difluorocyclopropane-1-carboxamide